FC1=C(C(=O)O)C=CC(=C1)C1=NC2=CC3=C(C=C2C(=C1OC(C)C)C1=CC=C(C=C1)F)C=NN3 2-fluoro-4-[5-(4-fluorophenyl)-6-isopropoxy-1H-pyrazolo[4,3-g]quinolin-7-yl]benzoic acid